methyl (1R,2S,5S)-3-[(2S)-2-amino-3-cyclopropyl-propanoyl]-6,6-dimethyl-3-azabicyclo[3.1.0]hexane-2-carboxylate N[C@H](C(=O)N1[C@@H]([C@H]2C([C@H]2C1)(C)C)C(=O)OC)CC1CC1